(1R,3S)-3-(3-{[(1-methyl-1H-pyrazol-4-yl)acetyl]-amino}-1H-pyrazol-5-yl)-cyclopentyl [(2R)-4,4,4-trifluorobutan-2-yl]carbamate FC(C[C@@H](C)NC(O[C@H]1C[C@H](CC1)C1=CC(=NN1)NC(CC=1C=NN(C1)C)=O)=O)(F)F